N1N=NC2=C1C=CC(=C2)C#CC2=NN(C1=NC=NC(=C12)N)[C@H]1C[C@@H](N(C1)C(=O)OC(C)(C)C)COC (2R,4S)-tert-butyl 4-(3-((1H-benzo[d][1,2,3]triazol-5-yl)ethynyl)-4-amino-1H-pyrazolo[3,4-d]pyrimidin-1-yl)-2-(methoxymethyl)pyrrolidine-1-carboxylate